ClC=1C=CC(=C(C1)C1=NNC=C1C=1N=C2C=C(C=NC2=CC1)N(C)C1CCN(CC1)CC)F 6-[3-(5-chloro-2-fluoro-phenyl)-1H-pyrazol-4-yl]-N-(1-ethyl-4-piperidyl)-N-methyl-1,5-naphthyridin-3-amine